3-(endo-6-((4-((5-methyl-1H-pyrazol-3-yl)amino)thieno[2,3-d]pyrimidin-2-yl)amino)-3-azabicyclo[3.1.0]hex-3-yl)propionitrile CC1=CC(=NN1)NC=1C2=C(N=C(N1)NC1C3CN(CC13)CCC#N)SC=C2